C1=NNC=2C1=C1C3=C(C(=NC1=CC2)C2=CC=C(C=C2)C(=O)N2CCN(CC2)S(=O)(=O)C)CCCCC3 (4-(3,8,9,10,11,12-hexahydrocyclohepta[c]pyrazolo[4,3-f]quinolin-7-yl)phenyl)(4-(methylsulfonyl)piperazin-1-yl)methanone